ClC1=C(C(=CC=C1)Cl)C1=C(C(=NC(=N1)NC1=CC(=C(C=C1)OCCCN1CCOCC1)C)OC)C(=O)N (2,6-dichlorophenyl)-4-methoxy-2-((3-methyl-4-(3-morpholinopropoxy)phenyl)amino)pyrimidine-5-carboxamide